ClC1=NN2C(C(=N1)N1[C@@H](CCC1)C(F)(F)F)=CC=C2 (S)-2-chloro-4-(2-(trifluoromethyl)pyrrolidin-1-yl)pyrrolo[2,1-f][1,2,4]triazine